imidazo[2,1-b][1,3,4]thiadiazole-5-carbonitrile tert-Butyl-4-cyclopropyl-3-oxopiperazine-1-carboxylate C(C)(C)(C)OC(=O)N1CC(N(CC1)C1CC1)=O.S1C=2N(N=C1)C(=CN2)C#N